C(CCC)C1(C=C(C(=O)OCC)C(=O)OCC)CC=CC=C1 diethyl (1-n-butylbenzylidene)malonate